1-(2-(1-methoxyethyl)phenyl)-5-(trifluoromethyl)-1H-pyrazole-4-carboxylic acid ethyl ester C(C)OC(=O)C=1C=NN(C1C(F)(F)F)C1=C(C=CC=C1)C(C)OC